Methyl-L-valine CN[C@@H](C(C)C)C(=O)O